4-(5-acetamido-2-bromo-3-fluorophenyl)butanoic acid C(C)(=O)NC=1C=C(C(=C(C1)CCCC(=O)O)Br)F